tert-butyl 4-[3-[(3S,5R)-4-(3-bromo-4-methoxycarbonyl-phenyl)-3,5-dimethyl-piperazin-1-yl]cyclobutoxy]piperidine-1-carboxylate BrC=1C=C(C=CC1C(=O)OC)N1[C@H](CN(C[C@H]1C)C1CC(C1)OC1CCN(CC1)C(=O)OC(C)(C)C)C